C(#N)C1=C(C=C(C=C1)N1[C@H](O[C@@H](C1)C(=O)NC1CCN(CC1)C(=O)OC(C)(C)C)C(F)(F)F)C(F)(F)F t-butyl 4-((2R,5S)-3-(4-cyano-3-(trifluoromethyl)phenyl)-2-(trifluoromethyl)oxazolidine-5-carboxamido)piperidine-1-carboxylate